1,4-bis(isocyanatomethyl)-cyclohexane N(=C=O)CC1CCC(CC1)CN=C=O